((1r,3r)-3-(methylcarbamoyl)cyclobutyl)-1H-benzo[d]imidazole-6-carboxamide CNC(=O)C1CC(C1)N1C=NC2=C1C=C(C=C2)C(=O)N